C(C1=CC=CC=C1)OCCN1C(N(CC1=O)C=1C=2N(C=C(C1)C1CC1)C=C(N2)CN(C)C2=CC(=NC(=C2)C2CC2)Cl)=O 3-(2-(benzyloxy)ethyl)-1-(2-(((2-chloro-6-cyclopropylpyridin-4-yl)(methyl)amino)methyl)-6-cyclopropylimidazo[1,2-a]pyridin-8-yl)imidazolidine-2,4-dione